3-hydroxypyrrolidin OC1CNCC1